6-(2-(1-cyclopropyl-1H-pyrazol-4-yl)tetrahydro-2H-pyran-4-yl)-8-(2,4-difluorophenyl)-2,3-dimethylpyrimidino[5,4-d]pyrimidin-4(3H)-one C1(CC1)N1N=CC(=C1)C1OCCC(C1)C=1N=C(C=2N=C(N(C(C2N1)=O)C)C)C1=C(C=C(C=C1)F)F